C(C=C)OC1=C(C2=CC=CC=C2C=C1)Br 2-(allyloxy)-1-bromonaphthalene